FC1=C(C=CC=C1)[C@H]1CC[C@@H](N1C(=O)C1=CC=C(C=C1)C1=C(C=CC=C1)OC)C(=O)O (2R,5R)-5-(2-fluorophenyl)-1-(2'-methoxy-[1,1'-biphenyl]-4-carbonyl)pyrrolidine-2-carboxylic acid